4-[2-[(1R,5S)-3-[3-methyl-1-[4-(trifluoromethoxy)phenyl]pyrazol-4-yl]-3,8-diazabicyclo[3.2.1]octan-8-yl]ethyl]morpholine CC1=NN(C=C1N1C[C@H]2CC[C@@H](C1)N2CCN2CCOCC2)C2=CC=C(C=C2)OC(F)(F)F